C(#C)C=1C=CC=C2C=C(C=C(C12)C1=C(C=2N=C(N=C(C2C=N1)N1C[C@@H](C(CCC1)(C)C)NC(C=C)=O)OCC12CCCN2CCC1)F)O (R)-N-(1-(7-(8-ethynyl-3-hydroxynaphthalen-1-yl)-8-fluoro-2-((tetrahydro-1H-pyrrolizin-7a(5H)-yl)methoxy)pyrido[4,3-d]pyrimidin-4-yl)-4,4-dimethylazepan-3-yl)acrylamide